C(C)C(N(C(=O)OC(C)(C)C)C1=C(C(=C(C=C1)Br)Cl)[N+](=O)[O-])C(=O)O.BrC1=C(C(=C(C=C1)NCC(=O)OCC)[N+](=O)[O-])Cl Ethyl (4-bromo-3-chloro-2-nitrophenyl)glycinate Ethyl-N-(4-bromo-3-chloro-2-nitrophenyl)-N-(tert-butoxycarbonyl)glycinate